ClC=1C(=C(CN2[C@@H](C[C@@](CC2)(C(=O)O)CC2=NC(=C(C(=C2)CC)F)NC2=NNC(=C2)C)C)C=CC1)F (2R,4R)-1-(3-chloro-2-fluorobenzyl)-4-((4-ethyl-5-fluoro-6-((5-methyl-1H-pyrazol-3-yl)amino)-pyridin-2-yl)methyl)-2-methyl-piperidine-4-carboxylic acid